O1N=C(C2=C1C=CC=C2)C2=C(C=CC=C2)[C@H](CC2=NC=CC(=C2)F)N[S@@](=O)C(C)(C)C (S)-N-{(S)-1-[2-(benzo[d]isoxazol-3-yl)phenyl]-2-(4-fluoropyridine-2-yl)ethyl}-2-methylpropane-2-sulfinamide